CN(CC(=O)O)C1COC1 2-[methyl-(oxetan-3-yl)amino]acetic acid